FC=1C=C(C=CC1)C1=NN(C=C1CNC1=C(C(=O)O)C=CN=C1)C1=CC=CC=C1 3-(((3-(3-fluorophenyl)-1-phenyl-1H-pyrazol-4-yl)methyl)amino)isonicotinic acid